3-methyl-2-((S)-1-oxo-7-(((S)-1-tritylaziridin-2-yl)methyl)-2,7-diazaspiro[4.4]nonan-2-yl)butanamide CC(C(C(=O)N)N1C([C@@]2(CC1)CN(CC2)CC2[N@](C2)C(C2=CC=CC=C2)(C2=CC=CC=C2)C2=CC=CC=C2)=O)C